FC1=C(C=C(C(=C1)F)F)C1=CC=CC=C1O 2',4',5'-trifluoro-6-hydroxy-[1,1'-biphenyl]